C(C)C(C(=O)[O-])CCCC.C(C)C(C(=O)[O-])CCCC.C(C)C(C(=O)[O-])CCCC.C(C)C(C(=O)[O-])CCCC.[Zr+4].C(#N)NC(=N)NCO N-cyano-N'-(methylol)guanidine zirconium tetra(2-ethylhexanoate)